N-((S)-6-((1R,2S)-2-(4-fluorophenyl)cyclopropylamino)-1-(4-methylpiperazin-1-yl)-1-oxohexan-2-yl)-4-(1H-1,2,3-triazol-1-yl)benzamide FC1=CC=C(C=C1)[C@H]1[C@@H](C1)NCCCC[C@@H](C(=O)N1CCN(CC1)C)NC(C1=CC=C(C=C1)N1N=NC=C1)=O